9-phenyl-1,2,4-triazolo[3,4-f][1,6]naphthyridine-3(2H)-one hydrochloride Cl.C1(=CC=CC=C1)C=1C=NC=2C=CN3C(C2C1)=NNC3=O